P(=O)(OC[C@]1(O[C@H]([C@@H]2OC(O[C@@H]21)(C)C)C2=CC=C1C(=NC=NN12)N)C#N)(OCCCCCCCCCCCCCCCCCCCC)O ((3aS,4R,6S,6aS)-6-(4-aminopyrrolo[2,1-f][1,2,4]triazin-7-yl)-4-cyano-2,2-dimethyltetrahydrofuro[3,4-d][1,3]dioxol-4-yl)methyl icosyl hydrogen phosphate